BrC=1C=CC2=C(CC(CC=3N2C(=NN3)[C@@H]3CC[C@H](CC3)OC3=NC=CC=C3)O)C1 8-bromo-1-[trans-4-(pyridin-2-yloxy)cyclohexyl]-5,6-dihydro-4H-[1,2,4]triazolo[4,3-a][1]benzazepin-5-ol